COC1=CC=C(OC2=CC(=C(C=C2)NS(=O)(=O)C2=CC=C(C)C=C2)NC(=O)NS(=O)(=O)C2=CC=C(C)C=C2)C=C1 N-{4-(4-methoxy-phenoxy)-2-[3-(4-toluenesulfonyl)ureido]phenyl}-4-toluenesulfonamide